(R)-5-(2-(dimethylamino)ethoxy)-2-methyl-N-(1-(2-(1-methyl-1H-pyrazol-4-yl)quinolin-4-yl)ethyl)benzamide CN(CCOC=1C=CC(=C(C(=O)N[C@H](C)C2=CC(=NC3=CC=CC=C23)C=2C=NN(C2)C)C1)C)C